5-(fluoromethyl)piperidin FCC1CCCNC1